8-Bromo-3-(3,4-dichlorobenzyl)-6-methylchroman-4-one BrC=1C=C(C=C2C(C(COC12)CC1=CC(=C(C=C1)Cl)Cl)=O)C